FC=1C2=C(C=NC1)OC1=C(C(C2)CNC(OC(C)(C)C)=O)C=CC=C1 Tert-butyl ((4-fluoro-5,6-dihydrobenzo[6,7]oxepino[2,3-c]pyridin-6-yl)methyl)carbamate